2-phenyl-3-(4-biphenyl)yl-4-oxocinnoline C1(=CC=CC=C1)N1NC2=CC=CC=C2C(C1C1=CC=C(C=C1)C1=CC=CC=C1)=O